C(N)(=O)C1(CCOCC1)NC(=O)C1=C(OC2=C1C=C(C=C2)OCC2CC2)C N-(4-carbamoyl-oxan-4-yl)-5-(cyclopropylmethoxy)-2-methyl-1-benzofuran-3-carboxamide